[1,3-Bis(2,6-di-i-propylphenyl)imidazolidin-2-ylidene](tricyclohexylphosphine) C(C)(C)C1=C(C(=CC=C1)C(C)C)N1C(N(CC1)C1=C(C=CC=C1C(C)C)C(C)C)=C1C(CCCC1)P(C1CCCCC1)C1CCCCC1